C(C=C)(=O)N1[C@@H](CN(CC1)C1=NC(=C(C=2CN(CCC12)C1=CC=CC2=CC=CC=C12)C#N)N1CC(OC(C1)C)C)CC#N 1-((R)-4-acryloyl-3-(cyanomethyl)piperazin-1-yl)-3-(2,6-dimethylmorpholino)-6-(naphthalen-1-yl)-5,6,7,8-tetrahydro-2,6-naphthyridine-4-carbonitrile